C(C)(C)(C)C1=CC(=NC=C1)C=1NC2=CC=C(C=C2C1)S(=O)(=O)CC(=O)O 2-((2-(4-(tert-Butyl)pyridin-2-yl)-1H-indol-5-yl)sulfonyl)acetic acid